ClC1=CC=2C(=NN(N2)C=2C(=C(C(=O)OC3CC(CCC3)OC(C3=C(C(=CC=C3)N3N=C4C(=N3)C=CC(=C4)Cl)O)=O)C=CC2)O)C=C1 1,3-cyclohexanediyl bis(3-(5-chloro-2H-benzotriazol-2-yl)-2-hydroxybenzoate)